1-(2-Hydroxy-4-(2-(2-(2-mercaptoethoxy)ethoxy)ethoxy)-6-(((2S,3R,5S,6R)-3,4,5-trihydroxy-6-(hydroxymethyl)tetrahydro-2H-pyran-2-yl)oxy)phenyl)-3-(4-hydroxyphenyl)propan-1-one OC1=C(C(=CC(=C1)OCCOCCOCCS)O[C@@H]1O[C@@H]([C@H](C([C@H]1O)O)O)CO)C(CCC1=CC=C(C=C1)O)=O